5-[1-[3-[[2-Fluoro-4-(trifluoromethyl)phenyl]methoxy]azetidine-1-carbonyl]pyrrolidin-3-yl]pyrrolidin-2-one FC1=C(C=CC(=C1)C(F)(F)F)COC1CN(C1)C(=O)N1CC(CC1)C1CCC(N1)=O